1-benzyl-5-methoxy-3-(2-methylbenzyl)-1H-indole C(C1=CC=CC=C1)N1C=C(C2=CC(=CC=C12)OC)CC1=C(C=CC=C1)C